1-((5-(benzo[d]thiazol-7-yl)pyridin-2-yl)methyl)-3-(2-ethynylthiazol-4-yl)urea S1C=NC2=C1C(=CC=C2)C=2C=CC(=NC2)CNC(=O)NC=2N=C(SC2)C#C